N[C@@H](C(=O)NCC1=C(C(=C(C(=C1[2H])[2H])[2H])[2H])[2H])C (R,S)-2-amino-N-((phenyl-d5)methyl)propanamide